NC1CC(C1)OC1=C(C=CC=C1)C1=CC(=NO1)NC=1N=CC(=NC1)C#N 5-(5-(2-(3-aminocyclobutoxy)phenyl)isoxazol-3-ylamino)pyrazine-2-carbonitrile